(R)-6-fluoro-1-(4-fluoroindol-5-yl)-4-oxo-7-(2-((pyridin-2-yloxy)methyl)pyrrolidin-1-yl)-1,4-dihydroquinoline-3-carboxylic acid FC=1C=C2C(C(=CN(C2=CC1N1[C@H](CCC1)COC1=NC=CC=C1)C=1C(=C2C=CNC2=CC1)F)C(=O)O)=O